[PH2](OC1=C(C(=CC=C1)C1=C(C=CC(=C1)O)O)CC)=O 2,5-dihydroxyphenyl-ethylphenyl phosphinate